(2R)-2-[6-[(2-chloro-4-pyridyl)methylamino]-2-prop-1-ynyl-purin-9-yl]tetrahydrothiophen ClC1=NC=CC(=C1)CNC1=C2N=CN(C2=NC(=N1)C#CC)[C@@H]1SCCC1